FC(OC[C@H]1N(C[C@H](C1)OC1=CC=C(C=C1)OC(F)(F)F)C1=CC=C(C(=O)N[C@@H](CCOC(CCC(=O)O)=O)C2=CC=C(C=C2)S(=O)(=O)CC)C=C1)F 4-((S)-3-(4-((2S,4S)-2-((difluoromethoxy)methyl)-4-(4-(trifluoromethoxy)phenoxy)pyrrolidin-1-yl)benzoylamino)-3-(4-(ethylsulfonyl)phenyl)propoxy)-4-oxobutyric acid